cobalt-nickel-gallium [Ga].[Ni].[Co]